N-(3-amino-5-(5-nitro-2H-1,2,3-triazol-4-yl)-4H-1,2,4-triazol-4-yl)nitramide NC1=NN=C(N1N[N+](=O)[O-])C1=NNN=C1[N+](=O)[O-]